Tryptophyl-Glutamate N[C@@H](CC1=CNC2=CC=CC=C12)C(=O)N[C@@H](CCC(=O)[O-])C(=O)[O-]